3-(bromomethyl)-5-chloro-8-methoxy-7-nitroquinoline BrCC=1C=NC2=C(C(=CC(=C2C1)Cl)[N+](=O)[O-])OC